C1(CO1)=O ethanolID